1-Methyl 6-(N-(3-(1-(cyclohexylmethyl)-5-methyl-1H-pyrazol-4-yl)-6-(8-(thiazolo[4,5-b]pyridin-2-ylcarbamoyl)-3,4-dihydroisoquinolin-2(1H)-yl)picolinoyl)sulfamoyl)hexanoate C1(CCCCC1)CN1N=CC(=C1C)C=1C(=NC(=CC1)N1CC2=C(C=CC=C2CC1)C(NC=1SC=2C(=NC=CC2)N1)=O)C(=O)NS(=O)(=O)CCCCCC(=O)OC